5-[4-(3,3-Diethylpyrrolidin-1-yl)pyrazolo[3,4-d]pyrimidin-2-yl]-1H-pyrimidine-2,4-dione C(C)C1(CN(CC1)C=1C=2C(N=CN1)=NN(C2)C=2C(NC(NC2)=O)=O)CC